BrC=1C=CC2=C(C1)C1(CC1)CCO2 6-bromo-2,3-dihydrospiro[1-benzopyran-4,1'-cyclopropane]